OC1=CC(=CC(=C1[C@H]1[C@@H](CCC(=C1)C)C(=C)C)OS(=O)(=O)[O-])CCCCC.[NH+]1=CC=CC=C1 pyridin-1-ium (1'R,2'R)-6-hydroxy-5'-methyl-4-pentyl-2'-(prop-1-en-2-yl)-1',2',3',4'-tetrahydro-[1,1'-biphenyl]-2-yl-sulfate